C(CCCCCCCC(=O)OCC=CCCCCCC)(=O)OCC(COC(CCC(OCCCCCCC)OCCCCCCC)=O)COC(=O)OCCCN(CC)CC (Z)-1-(3-((4,4-bis(heptyloxy)butanoyl)oxy)-2-((((3-(diethylamino)propoxy)carbonyl)oxy)methyl)propyl) 9-(non-2-en-1-yl) nonanedioate